C(#N)C=1C=C(C=C(C1)NC(=O)C1SC(CC1C1=C(C(=C(C=C1)F)F)OC)(C(F)(F)F)C)OB(O)O (3-cyano-5-(3-(3,4-difluoro-2-methoxyphenyl)-5-methyl-5-(trifluoromethyl)tetrahydrothiophene-2-carboxamido)phenyl)boric acid